ClC1=NC2=CC=CC=C2C(=N1)N(C)C1=CC=C(C=C1)OC chloro-N-(4-methoxyphenyl)-N-methylquinazolin-4-amine